5-(2-fluoro-4-methoxyphenyl)isoxazole-3-carboxylic acid FC1=C(C=CC(=C1)OC)C1=CC(=NO1)C(=O)O